6-Amino-3-(4'-chloro-3-hydroxy-4-methoxy-1',2'-dihydrospiro[cyclopentane-1,3'-pyrrolo[2,3-b]pyridin]-5'-yl)-2-fluoro-N,N-dimethylbenzamide NC1=CC=C(C(=C1C(=O)N(C)C)F)C=1C(=C2C(=NC1)NCC21CC(C(C1)OC)O)Cl